4,7-Dimethylquinolin-6-amine CC1=CC=NC2=CC(=C(C=C12)N)C